N1(CCNCC1)CCCO[Si](OC)(C)CCCN (piperazinylethyl)-3-aminopropyl-methyldimethoxysilane